1,4,6-trimethylbenzoyl ethyl phenylphosphonate C1(=CC=CC=C1)P(OC(C1(CC=C(C=C1C)C)C)=O)(OCC)=O